2-(3-(5-isopropoxy-4-(trifluoromethyl)pyridin-2-yl)-1,2,4-thiadiazol-5-ylamino)-N,N-dimethylnicotinamide C(C)(C)OC=1C(=CC(=NC1)C1=NSC(=N1)NC1=C(C(=O)N(C)C)C=CC=N1)C(F)(F)F